C(C)(=O)OCC1=CC=CC1 1-acetoxymethyl-1,3-cyclopentadiene